1-((6-Chloropyridazin-3-yl)amino)-2-methylpropan-2-ol ClC1=CC=C(N=N1)NCC(C)(O)C